N-Methyl-L-leucine benzyl ester p-toluenesulfonate CC1=CC=C(C=C1)S(=O)(=O)O.C(C1=CC=CC=C1)OC([C@@H](NC)CC(C)C)=O